3-(aminomethyl)-4,6-dimethylpyridin-2(1H)-one hydrochloride Cl.NCC=1C(NC(=CC1C)C)=O